BrC=1C=C2C(=CN(C2=CC1)C1COCC1)C=O 5-bromo-1-(tetrahydrofuran-3-yl)-1H-indole-3-carbaldehyde